1-Phenylhexylmagnesium C1(=CC=CC=C1)C(CCCCC)[Mg]